O=C(CN(CC(=O)NCCCCCC(=O)ON1C(CCC1=O)=O)CC(=O)NCCO[C@@H]1[C@@H](O)[C@@H](O)[C@H](O)[C@H](O1)CO)NCCO[C@@H]1[C@@H](O)[C@@H](O)[C@H](O)[C@H](O1)CO 2,5-dioxopyrrolidin-1-yl 6-(2-{bis[2-oxo-2-({2-[(α-D-mannopyranosyl)oxy] ethyl} amino) ethyl] amino}acetamido)hexanoate